C(CC)[NH2+]CCC bis-propylammonium